oxazol-5-ylmethyl (4-(1-(oxetan-3-yl)piperidin-3-yl)phenyl)carbamate O1CC(C1)N1CC(CCC1)C1=CC=C(C=C1)NC(OCC1=CN=CO1)=O